ClC=1C=C(C=CC1F)NC(N(CC)[C@H]1COCC=2NC(C=3C=C(C(=CC3C21)F)F)=O)=O |r| Racemic-3-(3-chloro-4-fluorophenyl)-1-(8,9-difluoro-6-oxo-1,4,5,6-tetrahydro-2H-pyrano[3,4-c]isoquinolin-1-yl)-1-ethylurea